CC1(CCOCC1)COC1=C(C=CC=C1)C1CCN(CC1)[C@H]1CC2(CNC2)CC1 (R)-6-(4-(2-((4-methyltetrahydro-2H-pyran-4-yl)methoxy)phenyl)piperidin-1-yl)-2-azaspiro[3.4]octane